(4-((3-(7-(((3S,4R)-3-fluoro-1-methylpiperidin-4-yl)amino)-3-(2,2,2-trifluoroethyl)benzo[b]thiophen-2-yl)prop-2-yn-1-yl)amino)-3-(methoxy-d3)phenyl)dimethylphosphine oxide F[C@H]1CN(CC[C@H]1NC1=CC=CC2=C1SC(=C2CC(F)(F)F)C#CCNC2=C(C=C(C=C2)P(C)(C)=O)OC([2H])([2H])[2H])C